2-(4-(1-(quinoxalin-6-yl)ethyl)piperazin-1-yl)-5,6,7,8-tetrahydropyrido[4,3-d]pyrimidine N1=CC=NC2=CC(=CC=C12)C(C)N1CCN(CC1)C=1N=CC2=C(N1)CCNC2